(2-(4-fluorophenyl)-1H-imidazol-4-yl)(3,4,5-trimethoxyphenyl)methanone FC1=CC=C(C=C1)C=1NC=C(N1)C(=O)C1=CC(=C(C(=C1)OC)OC)OC